2-fluoro-3-methyl-5-(4,4,5,5-tetramethyl-1,3,2-dioxaborolan-2-yl)benzaldehyde FC1=C(C=O)C=C(C=C1C)B1OC(C(O1)(C)C)(C)C